FC=1C=C(C(=NC1C)C1=CC2=C(N(C(=N2)C)C)C=C1)C=1C=NNC1 5-(5-fluoro-6-methyl-3-(1H-pyrazol-4-yl)pyridin-2-yl)-1,2-dimethyl-1H-benzo[d]imidazole